3-(4-(1,4-dimethyl-1H-imidazol-2-yl)benzyl)-5-(2-methoxyphenyl)-1-methyl-1H-pyrazolo[4,3-d]pyrimidine CN1C(=NC(=C1)C)C1=CC=C(CC2=NN(C3=C2N=C(N=C3)C3=C(C=CC=C3)OC)C)C=C1